C1(CC1)CN1N=CN=C1C(=O)N 1-(cyclopropylmethyl)-1H-1,2,4-triazole-5-carboxamide